(4-((4-((5-Cyclopropyl-1H-pyrazol-3-yl)amino)pyrimidin-2-yl)amino)piperidin-1-yl)(1-methyl-1H-1,2,3-triazol-4-yl)methanone C1(CC1)C1=CC(=NN1)NC1=NC(=NC=C1)NC1CCN(CC1)C(=O)C=1N=NN(C1)C